FC1(CNC1)C(=O)N1CCOCC1 (3-fluoroazetidin-3-yl)(morpholino)methanone